1-Phenylquinolin C1(=CC=CC=C1)N1CC=CC2=CC=CC=C12